2-(4-(4-((4-chloro-2-fluorobenzyl)oxy)pyrimidin-2-yl)phenyl)-acetic acid ClC1=CC(=C(COC2=NC(=NC=C2)C2=CC=C(C=C2)CC(=O)O)C=C1)F